[Si](C)(C)(C(C)(C)C)O[C@@H](CCC(=O)OC)C(C(C=1C=C(C=CC1)C)[S@@](=O)C(C)(C)C)N[S@@](=O)C(C)(C)C Methyl (4S)-4-((tert-butyldimethylsilyl)oxy)-6-((R)-tert-butylsulfinyl)-5-(((S)-tert-butylsulfinyl)amino)-6-(m-tolyl)hexanoate